N-(2,6-diethylphenyl)-N-butoxymethylacetamide C(C)C1=C(C(=CC=C1)CC)N(C(C)=O)COCCCC